Cl.NCC1=C(C(=CC(=C1)C1=CC=CC=C1)C(F)(F)F)SC1=NC=CC=C1CO (2-{[2-(aminomethyl)-4-phenyl-6-(trifluoromethyl)phenyl]sulfanyl}pyridin-3-yl)methanol HCl salt